N-(3,5-Difluorophenylmethyl)glycin FC=1C=C(C=C(C1)F)CNCC(=O)O